Tert-butyl 4-(6-(5-((2,4-difluorophenyl)sulfonamido)-6-methoxypyridin-3-yl)quinazolin-4-yl)-3,6-dihydropyridine-1(2H)-carboxylate FC1=C(C=CC(=C1)F)S(=O)(=O)NC=1C=C(C=NC1OC)C=1C=C2C(=NC=NC2=CC1)C=1CCN(CC1)C(=O)OC(C)(C)C